N1C=CC2=CC=CC(=C12)B1OC(C)(C)C(C)(C)O1 1H-Indol-7-ylboronic acid pinacol ester